[2-(2,5-dibromophenyl)ethyl](methyl)(oxo)-λ6-sulfanimine BrC1=C(C=C(C=C1)Br)CCS(=N)(=O)C